7-((4-phenoxybutyryl)glycyl)-7-azabicyclo[2.2.1]Heptane-1-carboxamide O(C1=CC=CC=C1)CCCC(=O)NCC(=O)N1C2(CCC1CC2)C(=O)N